CC(C(C(=O)NCCO)(C)N=NC(C(=O)NCCO)(C)C)C dimethyl-2,2'-azobis[2-methyl-N-(2-hydroxyethyl)propionamide]